tert-butyl (4-((6-chloro-5-iodopyrimidin-4-yl)amino)bicyclo[2.2.1]heptan-1-yl)carbamate ClC1=C(C(=NC=N1)NC12CCC(CC1)(C2)NC(OC(C)(C)C)=O)I